9a-amino-8-((S)-2-amino-3-hydroxypropanoyl)-3-ethoxyoctahydro-[1,2]oxaborocino{6,7-c}pyrrol-1{3H}one NC12C(CN(C1)C([C@H](CO)N)=O)CCCB(OC2=O)OCC